N1=CN=CC2=CC=CC(=C12)S(=O)(=O)Cl quinazoline-8-sulfonyl chloride